OC(=O)C(F)(F)F.NC1=CC=CC=C1 aniline TFA salt